N-[(1S)-2-[[(1S)-2-amino-2-oxo-1-[[(3S)-2-oxopyrrolidin-3-yl]methyl]ethyl]amino]-1-(cyclopropylmethyl)-2-oxo-ethyl]-6-chloro-1H-indole-2-carboxamide NC([C@H](C[C@H]1C(NCC1)=O)NC([C@H](CC1CC1)NC(=O)C=1NC2=CC(=CC=C2C1)Cl)=O)=O